NC=1C=C2C(=NC1O)N(C=C2)COCC[Si](C)(C)C 5-amino-1-[[2-(trimethylsilyl)ethoxy]methyl]-1H-pyrrolo[2,3-b]pyridin-6-ol